(1R,2R)-2-fluoro-N-(3-(2-methoxypyridin-3-yl)-1H-pyrrolo[2,3-b]pyridin-6-yl)cyclopropane-1-carboxamide F[C@H]1[C@H](C1)C(=O)NC1=CC=C2C(=N1)NC=C2C=2C(=NC=CC2)OC